5-[[2,5-dibenzyloxy-4-[(3-carboxy-4-hydroxy-phenyl)-carbamoyl]benzoyl]amino]-2-hydroxy-benzoic acid C(C1=CC=CC=C1)OC1=C(C(=O)NC=2C=CC(=C(C(=O)O)C2)O)C=C(C(=C1)C(NC1=CC(=C(C=C1)O)C(=O)O)=O)OCC1=CC=CC=C1